bis[2-(m-tolyloxy)ethyl]amine C1(=CC(=CC=C1)OCCNCCOC=1C=C(C=CC1)C)C